1-cyclopropyl-N-[6-cyclopropyl-4-[2-(3,3-difluoroazetidine-1-carbonyl)-4-(difluoromethoxy)phenyl]pyridin-2-yl]-5-ethenyl-2-oxopyridine-3-carboxamide C1(CC1)N1C(C(=CC(=C1)C=C)C(=O)NC1=NC(=CC(=C1)C1=C(C=C(C=C1)OC(F)F)C(=O)N1CC(C1)(F)F)C1CC1)=O